(2,6-Difluorobenzyl)-N,4,6-trimethyl-N-(2-morpholinoethyl)aniline 5-(2-chlorophenyl)-3-(3-(5-methylisoquinolin-4-yl)ureido)thiophene-2-carboxylate ClC1=C(C=CC=C1)C1=CC(=C(S1)C(=O)O)NC(=O)NC1=CN=CC2=CC=CC(=C12)C.FC1=C(CC2=C(N(CCN3CCOCC3)C)C(=CC(=C2)C)C)C(=CC=C1)F